FC1=C(C=CC(=C1)C(=O)N1CCN(CC1)C)C1=NC=2C=CNC(C2C(=C1)NC1=NC=C(C=C1)N1CCC(CC1)O)=O 2-[2-fluoro-4-(4-methyl-piperazine-1-carbonyl)phenyl]-4-[[5-(4-hydroxy-1-piperidyl)-2-pyridyl]amino]-6H-1,6-naphthyridin-5-one